1-(quinolin-8-yl)-1H-benzo[d]imidazol-2(3H)-one N1=CC=CC2=CC=CC(=C12)N1C(NC2=C1C=CC=C2)=O